tert-butyl N-[5-[2-(2,6-dioxo-3-piperidyl)-1-oxo-isoindolin-4-yl]pent-4-ynyl]carbamate O=C1NC(CCC1N1C(C2=CC=CC(=C2C1)C#CCCCNC(OC(C)(C)C)=O)=O)=O